4-O-β-D-glucopyranosyl-D-mannose [C@@H]1([C@H](O)[C@@H](O)[C@H](O)[C@H](O1)CO)O[C@@H]([C@@H]([C@@H](C=O)O)O)[C@H](O)CO